BrC1=CC=C(C=C1)N\N=C(\C(=O)OCC)/C=N/O Ethyl (2E,3E)-2-[2-(4-bromophenyl)hydrazinylidene]-3-(hydroxyimino)propanoate